1-((6-cyclopropyl-8-(ethoxycarbonyl)imidazo[1,2-a]pyridin-2-yl)methyl)-1H-1,2,3-triazole-4-carboxylic acid C1(CC1)C=1C=C(C=2N(C1)C=C(N2)CN2N=NC(=C2)C(=O)O)C(=O)OCC